N-(4-(4-amino-1-ethyl-7-(4(S)-(oxetan-3-ylamino)cyclohex-1-en-1-yl)-1H-pyrazolo[4,3-c]pyridin-3-yl)-2-fluorophenyl)-2-fluoro-5-toluenesulfonamide NC1=NC=C(C2=C1C(=NN2CC)C2=CC(=C(C=C2)NS(=O)(=O)C=2C=CC(=C(C)C2)F)F)C2=CC[C@H](CC2)NC2COC2